C1(=CC=CC=C1)C1=C(C(=O)OC2=NOC(C2)(C(F)(F)F)C2=CC(=CC(=C2)Cl)Cl)C=CC(=C1)Cl (5-(3,5-dichlorophenyl)-5-(trifluoromethyl)-4,5-dihydroisoxazol-3-yl) phenyl-4-chlorobenzoate